5-isopropyl-4-(2-methoxypyridin-3-yl)-1H-pyrrole-3-carboxylic acid ethyl ester C(C)OC(=O)C1=CNC(=C1C=1C(=NC=CC1)OC)C(C)C